BrCCCCCCO 6-Bromohexan-1-ol